FC1=NC(=C2N=CN(C2=N1)C1OCC1)NC1=CC=C(C=C1)OC 2-fluoro-6-(4-methoxyanilino)-9-(oxetan-2-yl)-9H-purine